C1(CC1)C=1N=NN(C1)[C@@H](C(=O)N1[C@H](C[C@@H](C1)O)C(=O)NC(C)C=1N(C=CN1)C1=CC=CC=C1)C(C)(C)C (2R,4S)-1-[(2R)-2-(4-cyclopropyl-triazol-1-yl)-3,3-dimethyl-butyryl]-4-hydroxy-N-[1-(1-phenylimidazol-2-yl)ethyl]pyrrolidine-2-carboxamide